Diethyl (2-methoxy-4-(trifluoromethyl)benzyl)phosphonate COC1=C(CP(OCC)(OCC)=O)C=CC(=C1)C(F)(F)F